BrCCNC(OC(C)(C)C)=O t-butyl (2-bromoethyl)carbamate